O[C@H](C(=O)OC)C(C)(C)C (S)-methyl 2-hydroxy-3,3-dimethylbutyrate